1-(8-bromotetralin-6-yl)ethanone BrC=1C=C(C=C2CCCCC12)C(C)=O